FC1=C(OC=2C=C(C=C3C=NN(C23)C)C2=NN=CN2C)C=CC(=C1)OCCOC1CCOCC1 7-[2-fluoro-4-(2-tetrahydropyran-4-yloxyethoxy)phenoxy]-1-methyl-5-(4-methyl-1,2,4-triazol-3-yl)indazole